tertbutyl 5-((((methylthio)carbonothioyl)oxy)methyl)-2-azabicyclo(2.2.1)heptane-2-carboxylate CSC(=S)OCC1C2CN(C(C1)C2)C(=O)OC(C)(C)C